(R)-4-Methyl-N-(piperidin-3-yl)piperazine-1-carboxamide CN1CCN(CC1)C(=O)N[C@H]1CNCCC1